(R)-1-(1-(6,7-difluoro-1-oxo-1,2-dihydroisoquinolin-4-yl)ethyl)-1-methyl-3-phenylurea FC=1C=C2C(=CNC(C2=CC1F)=O)[C@@H](C)N(C(=O)NC1=CC=CC=C1)C